BrC=1C=C(C=C2C(=C(C(N(C12)C)=O)O)C(=O)OCC)[N+](=O)[O-] ethyl 8-bromo-3-hydroxy-1-methyl-6-nitro-2-oxo-quinoline-4-carboxylate